C(C)OC(C1=CC(=CC=C1)C1NCCCC1)=O 3-(Piperidin-2-yl)benzoic acid ethyl ester